3-((S)-2-((E)-3-(4-chloro-2-fluorophenyl)acrylamido)-3-cyclopropylpropionamido)-2-hydroxy-4-((S)-2-oxopyrrolidin-3-yl)butanamide ClC1=CC(=C(C=C1)/C=C/C(=O)N[C@H](C(=O)NC(C(C(=O)N)O)C[C@H]1C(NCC1)=O)CC1CC1)F